N-(3-fluoro-4-((2-(1-methyl-1H-pyrazol-4-yl)pyridin-4-yl)oxy)phenyl)-3-(4-fluorophenyl)-1-methyl-2,4-dioxo-1,2,3,4-tetrahydropyrimidin-5-carboxamide FC=1C=C(C=CC1OC1=CC(=NC=C1)C=1C=NN(C1)C)NC(=O)C=1C(N(C(N(C1)C)=O)C1=CC=C(C=C1)F)=O